N'-(p-tolyl)quinoline-6-carbohydrazide C1(=CC=C(C=C1)NNC(=O)C=1C=C2C=CC=NC2=CC1)C